N12CCN(C(CC1)CC2)C(=O)N2N=C(C1=C2CCOC1)C1=C(C=C(C(=C1)F)F)F (1,4-diazabicyclo[3.2.2]nonan-4-yl)(3-(2,4,5-trifluorophenyl)-6,7-dihydropyrano[4,3-c]pyrazol-1(4H)-yl)methanone